P(O)(=O)(OP(=O)(O)OP(=O)(O)O)OC[C@@H]1[C@H](C[C@@](O1)(N1C(=O)NC(=O)C=C1)NCC#C)O Propargylamino-2'-deoxyuridine-5'-triphosphate